COC=1C=C(/C=C/C2=CC(=C(C=C2)O)OC)C=C(C1)OC (E)-4-(3,5-dimethoxystyryl)-2-methoxyphenol